CC1=NC(=CC(=N1)C1=CC=2C=NC(=CC2N1)NC1CCOCC1)C 2-(2,6-dimethylpyrimidin-4-yl)-N-(tetrahydro-2H-pyran-4-yl)-1H-pyrrolo[3,2-c]pyridin-6-amine